(8-(4-amino-6-(difluoromethoxy)-1,2-dimethyl-1H-benzo[d]imidazol-5-yl)-1-iodoindolizin-3-yl)(3,4,5-trifluorophenyl)methanone NC1=C(C(=CC=2N(C(=NC21)C)C)OC(F)F)C2=CC=CN1C(=CC(=C21)I)C(=O)C2=CC(=C(C(=C2)F)F)F